(S)-5-((4-((2-hydroxy-1-phenylethyl)amino)-5-(3-(quinuclidin-4-yl)-1,2,4-oxadiazol-5-yl)pyrimidin-2-yl)amino)-3,3-dimethyl-[1,2]oxaborolo[4,3-b]pyridin-1(3H)-ol OC[C@H](C1=CC=CC=C1)NC1=NC(=NC=C1C1=NC(=NO1)C12CCN(CC1)CC2)NC2=CC=C1C(=N2)C(OB1O)(C)C